4-(((R)-3-aminopyrrolidin-1-yl)-6-methylquinazolin-2-yl)-1-((3-hydroxypropyl)imino)-2,3,4,5-tetrahydro-benzo[f][1,4]thiazepine 1-Oxide N[C@H]1CN(CC1)C1=NC(=NC2=CC=C(C=C12)C)N1CCS(C2=C(C1)C=CC=C2)(=NCCCO)=O